3-allyloxy-1-hydroxy-1-propanesulfonic acid sodium salt [Na+].C(C=C)OCCC(S(=O)(=O)[O-])O